FC(CN1N=CC=2C1=NC(=CN2)N2CCC1(CCN(C1)C1=NC=C(N=C1C)C(F)(F)F)CC2)F 8-(1-(2,2-difluoroethyl)-1H-pyrazolo[3,4-b]pyrazin-6-yl)-2-(3-methyl-5-(trifluoromethyl)pyrazin-2-yl)-2,8-diazaspiro[4.5]decane